(R)-2-((4-(1H-Pyrazol-1-yl)phenyl)amino)-N-(2-fluoro-3-hydroxy-3-methylbutyl)-7-(isopropylamino)thiazolo[5,4-b]pyridin-6-carboxamid N1(N=CC=C1)C1=CC=C(C=C1)NC=1SC2=NC=C(C(=C2N1)NC(C)C)C(=O)NC[C@H](C(C)(C)O)F